COC1=CC=C2CCC(NC2=C1)=O 7-Methoxy-3,4-dihydroquinolin-2(1H)-one